N-cyclopropyl-2-(3-(3-(2,4-difluorophenyl)-4-oxo-3,4-dihydro-phthalazin-1-yl)phenyl)-2-methylpropanamide C1(CC1)NC(C(C)(C)C1=CC(=CC=C1)C1=NN(C(C2=CC=CC=C12)=O)C1=C(C=C(C=C1)F)F)=O